BrC1=C2C3(CC=4C(=NOC4C2=CC(=C1)OC)C(=O)N)CC3 6'-bromo-8'-methoxy-4'H-spiro[cyclopropane-1,5'-naphtho[2,1-d]isoxazole]-3'-carboxamide